OC(C(=O)O)C(C)(O)O 2,3,3-trihydroxybutyric acid